2,4-difluoro-5-({3-fluoro-4-[5-(trifluoromethyl)-1,2,4-oxadiazol-3-yl]phenyl}methoxy)pyridine FC1=NC=C(C(=C1)F)OCC1=CC(=C(C=C1)C1=NOC(=N1)C(F)(F)F)F